2-allyl-2-phenyl-1,3-propanediol C(C=C)C(CO)(CO)C1=CC=CC=C1